N,N-Distearylaminomethylamine C(CCCCCCCCCCCCCCCCC)NN(NCCCCCCCCCCCCCCCCCC)C